ethanol, trishydrochloride Cl.Cl.Cl.C(C)O